CCCCCCCC\C=C/CCCCCC Z-9-hexadecen